COC(CC(=O)NC(C(=O)O)CC)(C)C 2-(3-methoxy-3-methylbutanamido)butanoic acid